[Cu].[Cu].[Cu].BrC1=C(C(=C(C=C1[2H])[2H])O)[2H] 3-bromobenzene-2,4,6-d3-ol copper-copper-copper